8-(1,3-dimethyl-1H-indazol-5-yl)-2,7-dimethyl-N-(pyridin-4-ylmethyl)pyrazolo[1,5-a][1,3,5]triazin-4-amine CN1N=C(C2=CC(=CC=C12)C=1C(=NN2C1N=C(N=C2NCC2=CC=NC=C2)C)C)C